N-((1-(3,4-difluorobenzyl)cyclobutyl)methyl)-6-oxo-1,6-dihydropyrimidine-2-carboxamide FC=1C=C(CC2(CCC2)CNC(=O)C=2NC(C=CN2)=O)C=CC1F